FC1=C(C(=CC(=C1)N1C[C@@](CCC1)(CCC1=CC(=CC=C1)C(F)(F)F)N([C@H]1COCC1)C)F)S(=O)(=O)NC1=NC=NC=C1 2,6-difluoro-4-((S)-3-(methyl((R)-tetrahydrofuran-3-yl)amino)-3-(3-(trifluoromethyl)-phenethyl)piperidin-1-yl)-N-(pyrimidin-4-yl)benzenesulfonamide